O1CCN(CC1)C1=NC=CC(=C1)S(=O)(=O)Cl 2-morpholinopyridine-4-sulfonyl Chloride